methyl 2-(3-chloro-2-pyridyl)-5-(2,2,3,3,3-pentafluoropropoxy)pyrazole-3-carboxylate ClC=1C(=NC=CC1)N1N=C(C=C1C(=O)OC)OCC(C(F)(F)F)(F)F